aniline oxygen [O].NC1=CC=CC=C1